C(C)N1C2=C(OCC1=O)C=C(C=C2)/C(=N/O)/N (Z)-4-ethyl-N'-hydroxy-3-oxo-3,4-dihydro-2H-benzo[b][1,4]oxazine-7-carboxamidine